2-[(1-acryloylpiperidin-4-yl)oxy]-N-[(1R,2R)-2-(trifluoromethyl)cyclopropyl]-5H-pyrrolo[2,3-b]pyrazine-7-carboxamide C(C=C)(=O)N1CCC(CC1)OC=1N=C2C(=NC1)NC=C2C(=O)N[C@H]2[C@@H](C2)C(F)(F)F